stearic acid, glycidyl ester C(CCCCCCCCCCCCCCCCC)(=O)OCC1CO1